FC1=C(C(=CC=C1)F)C1=CC(=C(N=N1)C(=O)[O-])NC1=CC=C(C=C1)OC1CCSCC1 6-(2,6-Difluorophenyl)-4-((4-((tetrahydro-2H-thiopyran-4-yl)oxy)phenyl)amino)pyridazine-3-carboxylate